(6S,11bR)-N-benzhydryl-9-methoxy-2,2-dimethyl-6-((S)-2-(methylamino)propanamido)-5-oxo-2,3,5,6,7,11b-hexahydro-1H-benzo[c]pyrrolo[1,2-a]azepine-3-carboxamide C(C1=CC=CC=C1)(C1=CC=CC=C1)NC(=O)C1C(C[C@H]2N1C([C@H](CC1=C2C=CC(=C1)OC)NC([C@H](C)NC)=O)=O)(C)C